IC1=CC=C(C=C1)\C(=C/COC1=CC(=C(OCC(=O)OC)C=C1)C)\C=1C=NC(=CC1)C1=CC=CC=C1 methyl (E)-[4-[3-(4-iodophenyl)-3-(6-phenylpyridin-3-yl)allyloxy]-2-methylphenoxy]acetate